BrC1=CN=C2C(=NC(=NN21)N2CCOCC2)NCC2=NC1=C(N2)C=CC(=C1F)F 7-bromo-N-[(4,5-difluoro-1H-benzimidazol-2-yl)methyl]-2-(morpholin-4-yl)imidazo[2,1-f][1,2,4]triazin-4-amine